Dinitroamide Ammonium [NH4+].[N+](=O)([O-])[N-][N+](=O)[O-]